FC=1C=C2C(N([C@@]3(C(N([C@H](C3)C)C)=O)C2=CC1)CC1=CC=C(C=C1)OC)=O |o1:6,9| Rel-(1R,5'S)-5-fluoro-2-(4-methoxybenzyl)-1',5'-dimethylspiro[isoindoline-1,3'-pyrrolidine]-2',3-dione